isopropylidenebis(p-phenyleneoxypropan-2-ol) C(C)(C)(C1=CC=C(C=C1)OCC(C)O)C1=CC=C(C=C1)OCC(C)O